2-(5-[[4-chloro-3-([1-[4-(2-cyclopropoxyphenyl)pyridin-3-yl]cyclopropoxy]methyl)phenyl]sulfanyl]pentyl)-2,3-dihydro-1H-isoindole-1,3-dione benzyl-(S)-2-amino-3-phenylpropionate C(C1=CC=CC=C1)OC([C@H](CC1=CC=CC=C1)N)=O.ClC1=C(C=C(C=C1)SCCCCCN1C(C2=CC=CC=C2C1=O)=O)COC1(CC1)C=1C=NC=CC1C1=C(C=CC=C1)OC1CC1